2-(4-(1,1-Difluoroethyl)phenyl)-4,4,5,5-tetramethyl-1,3,2-dioxaborolane FC(C)(F)C1=CC=C(C=C1)B1OC(C(O1)(C)C)(C)C